C(C)(=O)C(C(C(C(=O)[O-])(CCCCCCCC)CCCCCCCC)(O)C(=O)[O-])(C(=O)[O-])CCCCCCCC Acetyltrioctylcitrate